C=C(C(=O)[O-])CC(=O)[O-] 2-methylenesuccinate